N-[2-(N-vinyl-benzylamino)ethyl]-3-aminopropyltrimethoxysilane hydrochloride Cl.C(=C)N(CCNCCC[Si](OC)(OC)OC)CC1=CC=CC=C1